1-(3-methoxypropoxy)isochinolin COCCCOC1=NC=CC2=CC=CC=C12